The molecule is an HETE that is (5Z,7E,11Z,14Z)-icosa-5,7,11,14-tetraenoic acid in which the hydroxy group is located at position 9. It has a role as a metabolite. It is a conjugate acid of a 9-HETE(1-). CCCCC/C=C\\C/C=C\\CC(/C=C/C=C\\CCCC(=O)O)O